C(C)C1=CC2=C(C(N(CC23CC3)CC(=O)NC=3C=CC=2N(C3)C=NN2)=O)S1 2-{2'-Ethyl-7'-oxo-6',7'-dihydro-5'H-spiro[cyclopropane-1,4'-thieno[2,3-c]pyridin]-6'-yl}-N-{[1,2,4]triazolo[4,3-a]pyridin-6-yl}acetamide